2-(1-benzyl-4,4-difluoro-5-methyl-3-piperidinyl)-2-methyl-propan-1-ol C(C1=CC=CC=C1)N1CC(C(C(C1)C)(F)F)C(CO)(C)C